The molecule is the monohydrate form of levobupivacaine hydrochloride. A piperidinecarboxamide-based local anaesthetic, it has a slow onset and long duration of action. It has a role as an adrenergic antagonist, an amphiphile, an EC 3.1.1.8 (cholinesterase) inhibitor, an EC 3.6.3.8 (Ca(2+)-transporting ATPase) inhibitor and a local anaesthetic. It contains a levobupivacaine hydrochloride (anhydrous). It is an enantiomer of a dextrobupivacaine hydrochloride hydrate. CCCCN1CCCC[C@H]1C(=O)NC2=C(C=CC=C2C)C.O.Cl